2-((5-fluoro-2-(phenylamino)pyrimidin-4-yl)oxy)acetic acid FC=1C(=NC(=NC1)NC1=CC=CC=C1)OCC(=O)O